ClC=1C(=CC(=C(CN[C@](C(=O)O)(CO)C)C1)OCC=1C=NN(C1)CC)OCC1=C(C(=CC=C1)C1=CC2=C(OCCO2)C=C1)C (S)-2-((5-Chloro-4-((3-(2,3-dihydrobenzo[b][1,4]dioxin-6-yl)-2-methylbenzyl)oxy)-2-((1-ethyl-1H-pyrazol-4-yl)methoxy)benzyl)amino)-3-hydroxy-2-methylpropanoic acid